N-(1-((3-(piperazin-1-yl)phenyl)sulfonyl)piperidin-4-yl)-4-(1-(2,2,2-trifluoroethyl)-1H-pyrazol-4-yl)-5-(trifluoromethyl)pyrimidin-2-amine HCl Cl.N1(CCNCC1)C=1C=C(C=CC1)S(=O)(=O)N1CCC(CC1)NC1=NC=C(C(=N1)C=1C=NN(C1)CC(F)(F)F)C(F)(F)F